monohydroxymethanesulfonate OCS(=O)(=O)[O-]